NCCCCCCCOC1=C(CNC(=O)[C@H]2N(C[C@@H](C2)O)C([C@H](C(C)(C)C)NC(=O)C2(CC2)F)=O)C=CC(=C1)C1=C(N=CS1)C (2S,4R)-N-(2-((7-aminoheptyl)oxy)-4-(4-methylthiazol-5-yl)benzyl)-1-((S)-2-(1-fluorocyclopropane-1-carboxamido)-3,3-dimethylbutanoyl)-4-hydroxypyrrolidine-2-carboxamide